C(C)OC(C1=C(C(=C(C(=C1)F)F)OC)F)=O 2,4,5-trifluoro-3-methoxybenzoic acid ethyl ester